IC(C)(C)[Sn](N(C)C)(N(C)C)N(C)C (1-iodoisopropyl)tris(dimethyl-amino)tin